tert-butyl 4-(3''-chloro-4-(hydroxymethyl)-2'-methoxy-4''-(3-methyl-2-oxoimidazolidin-1-yl)-[1,1':3',1''-terphenyl]-3-yl)piperazine-1-carboxylate ClC=1C=C(C=CC1N1C(N(CC1)C)=O)C=1C(=C(C=CC1)C1=CC(=C(C=C1)CO)N1CCN(CC1)C(=O)OC(C)(C)C)OC